3-((tert-butylamino)methyl)benzonitrile C(C)(C)(C)NCC=1C=C(C#N)C=CC1